bis(trifluoropropyl)di(allyl)dimethyldisilazane 2-methyl-6,6-bis(4-sulfonatobutyl)-9,12,15,18-tetraoxa-6-aza-2-silahenicosan-6-ium-21-oate C[SiH](C)CCC[N+](CCOCCOCCOCCOCCC(=O)[O-])(CCCCS(=O)(=O)[O-])CCCCS(=O)(=O)[O-].FC(CC[SiH](N([Si](C)(C)CC=C)CC=C)CCC(F)(F)F)(F)F